OCCOC(C=C)=O 2-hydroxyethylacrylate